tert-butyl (S)-2-(6-chloro-2-(2-cyclopropylpyrimidine-5-carbonyl)-1,2,3,4-tetrahydroisoquinolin-8-yl)pyrrolidine-1-carboxylate ClC=1C=C2CCN(CC2=C(C1)[C@H]1N(CCC1)C(=O)OC(C)(C)C)C(=O)C=1C=NC(=NC1)C1CC1